C(C)(=O)N1[C@@H](CN(C[C@H]1COC)C(C=C)=O)C1=CC(=NC(=C1)Cl)C1=CC(=NC=N1)C(=O)NC 6-(4-((2R,6S)-1-acetyl-4-acryloyl-6-(methoxymethyl)piperazin-2-yl)-6-chloropyridin-2-yl)-N-methylpyrimidine-4-carboxamide